ClC1=CC(=C(N=N1)OC1COC1)N 6-chloro-3-(oxetan-3-yloxy)pyridazin-4-amine